ethyl (S)-3-amino-3-(3-(difluoro(o-tolyl)methyl)phenyl)propanoate hydrochloride Cl.N[C@@H](CC(=O)OCC)C1=CC(=CC=C1)C(C1=C(C=CC=C1)C)(F)F